N12CCC(CC1)(CC2)C2=NOC(=N2)C=2C(=CC(=NC2)N)N[C@H](CO)C2=CC=C(C=C2)F 5-(3-{1-azabicyclo[2.2.2]octan-4-yl}-1,2,4-oxadiazol-5-yl)-4-N-[(1S)-1-(4-fluorophenyl)-2-hydroxyethyl]pyridine-2,4-diamine